β-methyliodophenylpentadecanoic acid CC(C(C(=O)O)(C1=CC=CC=C1)I)CCCCCCCCCCCC